NCCCC1=CC=C(CCNC(OC(C)(C)C)=O)C=C1 tert-butyl (4-(3-aminopropyl)phenethyl)carbamate